iron copper tin [Sn].[Cu].[Fe]